N1(C=NC=C1)C(=C)C=C 2-(1-imidazolyl)-1,3-butadiene